(2R,3R)-2-(2,4-difluorophenyl)-3-(((3-fluoropyridin-2-yl)methyl)disulfanyl)-1-(1H-1,2,4-triazol-1-yl)butan-2-ol FC1=C(C=CC(=C1)F)[C@@](CN1N=CN=C1)([C@@H](C)SSCC1=NC=CC=C1F)O